2-hydroxy-N-(2-methoxyethyl)benzenesulfonamide OC1=C(C=CC=C1)S(=O)(=O)NCCOC